C1(CC1)C1=C2C=C(N=CC2=C(C=C1)N1CC(C1)CS(=O)(=O)C)NC1=NC(=NC=C1)N1C[C@]([C@@H](CC1)O)(C)F (3S,4R)-1-[4-({5-cyclopropyl-8-[3-(methanesulfonyl-methyl)azetidin-1-yl]isoquinolin-3-yl}amino)pyrimidin-2-yl]-3-fluoro-3-methylpiperidin-4-ol